2-(1H-pyrrol-1-yl)-3-(3-(4-(trifluoromethoxy)phenoxy)azetidin-1-yl)benzoic acid N1(C=CC=C1)C1=C(C(=O)O)C=CC=C1N1CC(C1)OC1=CC=C(C=C1)OC(F)(F)F